C[C@@H]1N([C@H](CC2=CC=CC=C12)C)C=O ((1S,3S)-1,3-dimethyl-3,4-dihydroisoquinolin-2(1H)-yl)methanone